NC=1C(=NC(=CC1)C1=CC2=C(C=CC=C2C=C1)NC(C=C)=O)C(=O)NCCC1CCN(CC1)C 3-amino-N-[2-(1-methylpiperidin-4-yl)ethyl]-6-[8-(prop-2-enamido)naphthalen-2-yl]pyridine-2-carboxamide